(1R,5S,6S)-3-oxabicyclo[3.1.0]hexan-6-amine hydrochloride C1[C@@H]2[C@@H](C2N)CO1.Cl